3-bromo-5-((4-hydroxy-1-(4-hydroxyphenyl)-3-oxobutan-2-ylimino)methyl)phenyl isobutyrate C(C(C)C)(=O)OC1=CC(=CC(=C1)C=NC(CC1=CC=C(C=C1)O)C(CO)=O)Br